CO[Si](C)(C)OC dimethoxydimethylsilane